1-chloro-4-nitrobenzene ClC1=CC=C(C=C1)[N+](=O)[O-]